1-(((R)-7-((2S,4R)-4-Amino-2-phenylpiperidine-1-carbonyl)-7-azaspiro[4.5]decan-10-yl)methyl)-4-(2-methoxyphenyl)pyridin-2(1H)-one N[C@H]1C[C@H](N(CC1)C(=O)N1CC2(CCCC2)[C@@H](CC1)CN1C(C=C(C=C1)C1=C(C=CC=C1)OC)=O)C1=CC=CC=C1